4,7,12,15-tetraazaoctadecane CCCNCCNCCCCNCCNCCC